COC=1C=CC=C2C(=C(C=NC12)C#N)OC1=CC=C(C=C1)S(=O)(=N)C 8-methoxy-4-(4-(S-methylsulfonimidoyl)phenoxy)quinoline-3-carbonitrile